CC1=NC2=CC=C(C=C2C(N1)=O)S(F)(F)(F)(F)F 2-methyl-6-(pentafluorosulfanyl)quinazolin-4(3H)-one